NC=1C(=CC(=C(C1)C(C(=O)N)=C)N1CCN(CC1)C)OC (5-amino-4-methoxy-2-(4-methylpiperazin-1-yl)phenyl)acrylamide